(1S,1aS,6aR)-ethyl-4-((4-methyl-3-(4,4,5,5-tetramethyl-1,3,2-dioxaborolan-2-yl)benzyl)oxy)-1,1a,6,6a-tetrahydrocyclopropa[a]indene-1-carboxylic acid, ethyl ester C(C)[C@]1([C@H]2[C@H]1CC=1C=C(C=CC21)OCC2=CC(=C(C=C2)C)B2OC(C(O2)(C)C)(C)C)C(=O)OCC